methyl 3-fluoro-4-hydroxy-5-((4-methoxybenzyl)thio)benzoate FC=1C=C(C(=O)OC)C=C(C1O)SCC1=CC=C(C=C1)OC